1-(4-((2,3-dihydrobenzo[b][1,4]dioxin-6-yl)(4-methoxyphenyl)methyl)piperazine-1-carbonyl)-1H-benzo[d][1,2,3]triazole-5-carbonitrile O1C2=C(OCC1)C=C(C=C2)C(N2CCN(CC2)C(=O)N2N=NC1=C2C=CC(=C1)C#N)C1=CC=C(C=C1)OC